C(CS)(=O)O.C(CS)(=O)O.C(CS)(=O)O.C(O)C(C)(CO)CO trimethylolethane tri(thioglycolate)